NC1=C(C=C(N=N1)C1=C(C=CC=C1)O)N1CC2CCC(C1)N2C2=CC(=NC=C2)C#CCN2CC(C2)(F)F 2-[6-amino-5-[8-[2-[3-(3,3-difluoroazetidin-1-yl)prop-1-ynyl]-4-pyridyl]-3,8-diazabicyclo[3.2.1]octan-3-yl]pyridazin-3-yl]phenol